(S)-2,3-Diamino-3-methylbutanoic acid N[C@H](C(=O)O)C(C)(C)N